Cl.COC(=O)[C@@H]1CN(CC[C@H]1N)CC1=CC=CC=C1 |r| racemic-trans-4-amino-1-benzylpiperidine-3-carboxylic acid methyl ester hydrochloride